C(#N)C1=CC=C(C=C1)[C@]12[C@](C=3C(=NC(=CC3)OC)O1)([C@@H]([C@@H]([C@H]2C2=CC=CC=C2)C(=O)N(C)C)O)O |r| Rac-(4bS,5R,6R,7S,7aR)-7a-(4-cyanophenyl)-4b,5-dihydroxy-2-methoxy-N,N-dimethyl-7-phenyl-4b,6,7,7a-tetrahydro-5H-cyclopenta[4,5]furo[2,3-b]pyridine-6-carboxamide